FC(F)(F)C(C(=O)N)N1CC=CC2=CC=CC=C12 (trifluoromethyl)quinolin-1(2H)-ylacetamide